C(C)(=O)O[C@H]([C@@H](CN=[N+]=[N-])OC(C)=O)[C@@H]1O[C@](C[C@@H]([C@H]1NC(COC(C)=O)=O)OC(C)=O)(C#N)OCCOCCOCCC(=O)OC(C)(C)C (1R,2R)-1-((2R,3R,4S,6R)-4-acetoxy-3-(2-acetoxyacetamido)-6-(2-(2-(3-(tert-butoxy)-3-oxopropoxy)ethoxy)ethoxy)-6-cyanotetrahydro-2H-pyran-2-yl)-3-azidopropane-1,2-diyl diacetate